C(C)(=O)NC1=NC=CC(=C1)C=1C=CC(=C(C(=O)N)C1)OC[C@@](CC(=C)C)(C)N (S)-5-(2-acetylaminopyridin-4-yl)-2-((2-amino-2,4-dimethylpent-4-en-1-yl)oxy)benzamide